C(C)(C)N1C=CC=2C(=CC(=CC12)C#CCNC1=C(C=C(C=C1)S(=O)(=O)C)OC)NC1CCN(CC1)C 1-isopropyl-6-[3-(2-methoxy-4-methylsulfonyl-anilino)prop-1-ynyl]-N-(1-methyl-4-piperidyl)indol-4-amine